3,9-dihydroxy-5,7-dihydro-6H-dibenzo[b,d]azepin-6-one OC=1C=CC2=C(NC(CC3=C2C=CC(=C3)O)=O)C1